BrC=1SC=C(N1)C(=O)N1CCC(CC1)N1CC(CCC1)(C)C (2-Bromo-1,3-thiazol-4-yl)(3,3-dimethyl[1,4'-bipiperidine]-1'-yl)methanone